CC1(CC1)[Sn](N(C)C)(N(C)C)N(C)C 1-Methyl-cyclopropyl-tris(dimethylamino)tin